N1=CC(=CC=C1)C=1OC2=C(N1)C=C(C=C2)OCC=2C=NC=CC2 2-(Pyridin-3-yl)-5-(pyridin-3-ylmethoxy)-1,3-benzoxazole